[Zr].[Hf].[Nb].[Ta] tantalum niobium hafnium zirconium